hydroxy-2-hydroxymethyl-2-methyl-1-propanone OC(C(C)(C)CO)=O